tert-butyl 2-((2-(trifluoromethyl)pyridin-3-yl)methyl)-2,7-diazaspiro[3.5]nonane-7-carboxylate FC(C1=NC=CC=C1CN1CC2(C1)CCN(CC2)C(=O)OC(C)(C)C)(F)F